1-(4-{[4-(4-fluorobenzoyl)phenyl]sulfanyl}phenyl)-2-hydroxy-2-methylpropan-1-one FC1=CC=C(C(=O)C2=CC=C(C=C2)SC2=CC=C(C=C2)C(C(C)(C)O)=O)C=C1